(R)-3-((4-Hydroxy-1-(3-phenylbutanoyl)piperidin-4-yl)methyl)-6-(thiophen-3-yl)pyrimidin OC1(CCN(CC1)C(C[C@@H](C)C1=CC=CC=C1)=O)CN1CN=C(C=C1)C1=CSC=C1